FC1=CC=C(CN(C2=CC3=C(C(=CC(O3)=O)C(F)(F)F)C=C2)C(C)C)C=C1 7-((4-fluorobenzyl)(isopropyl)amino)-4-(trifluoromethyl)-2H-benzopyran-2-one